ClC=1C(=NC2=CC=CC=C2C1)N 3-chloro-quinolin-2-amine